4-PHENYL-1H-PYRROLO[2,3-B]PYRIDINE-6-BORONIC ACID C1(=CC=CC=C1)C1=C2C(=NC(=C1)B(O)O)NC=C2